(R)-1'-(2-(5-Amino-3-(4-(difluoromethoxy)phenyl)-1H-pyrazol-1-yl)acetyl)-6-chloro-5-fluorospiro[benzo[d][1,3]oxazine-4,3'-pyrrolidin]-2(1H)-one NC1=CC(=NN1CC(=O)N1C[C@@]2(CC1)C1=C(NC(O2)=O)C=CC(=C1F)Cl)C1=CC=C(C=C1)OC(F)F